O=C1N(C(CCC1N1C(C2=CC=C(C=C2C1)O[C@H]1CN(CC[C@H]1F)C(=O)OC(C)(C)C)=O)=O)COCC[Si](C)(C)C |o1:17| tert-butyl (3S*,4R)-3-((2-(2,6-dioxo-1-((2-(trimethylsilyl)ethoxy)methyl)piperidin-3-yl)-1-oxoisoindolin-5-yl)oxy)-4-fluoropiperidine-1-carboxylate